N-(3-bromo-5-fluorophenyl)-N-cyclopropyl-7-fluoro-[1,2,4]triazolo[4,3-a]quinazolin-5-amine BrC=1C=C(C=C(C1)F)N(C1=NC=2N(C3=CC=C(C=C13)F)C=NN2)C2CC2